N-(1-(5-(4-(Pyrrolidin-1-yl)-2-(trifluoromethyl)benzyl)octahydropyrrolo[3,4-c]pyrrole-2-carbonyl)-1H-pyrazol-3-yl)acetamide N1(CCCC1)C1=CC(=C(CN2CC3C(C2)CN(C3)C(=O)N3N=C(C=C3)NC(C)=O)C=C1)C(F)(F)F